C(C)(=O)C=1C=C(C(=O)OC)C=CC1 methyl 3-acetylbenzoate